2-methyl-8-(propan-2-yl)imidazo[1,2-b]pyridazin CC=1N=C2N(N=CC=C2C(C)C)C1